2-((3-((S)-sec-butoxy)-1-methyl-1H-pyrazol-4-yl)amino)-7-((3R,4R)-4-methoxytetrahydrofuran-3-yl)-7H-pyrrolo[2,3-d]pyrimidine-6-carbonitrile [C@H](C)(CC)OC1=NN(C=C1NC=1N=CC2=C(N1)N(C(=C2)C#N)[C@@H]2COC[C@@H]2OC)C